6-[4-(difluoromethoxy)-3-fluoro-phenyl]-1-fluoro-5-[6-[(3S)-1-(3-fluoropropyl)pyrrolidin-3-yl]oxy-3-pyridyl]-8,9-dihydro-7H-benzo[7]annulen-2-ol FC(OC1=C(C=C(C=C1)C1=C(C2=C(CCC1)C(=C(C=C2)O)F)C=2C=NC(=CC2)O[C@@H]2CN(CC2)CCCF)F)F